4-[4-ethyl-6-[[(3R)-1-ethyl-3-piperidinyl]amino]pyridazin-3-yl]-3-hydroxy-benzonitrile C(C)C1=C(N=NC(=C1)N[C@H]1CN(CCC1)CC)C1=C(C=C(C#N)C=C1)O